(E)-N-(4-((5-chloro-4-(3-fluorophenoxy)-2-methoxyphenyl)amino)-7-methoxyquinazolin-6-yl)-4-(dimethylamino)but-2-enamide ClC=1C(=CC(=C(C1)NC1=NC=NC2=CC(=C(C=C12)NC(\C=C\CN(C)C)=O)OC)OC)OC1=CC(=CC=C1)F